((S)-1,1,1,5,5,5-hexafluoropentan-2-yl)urea FC([C@H](CCC(F)(F)F)NC(=O)N)(F)F